5-chloro-2-[4-(trifluoromethyl)-1H-1,2,3-triazol-1-yl]benzamide ClC=1C=CC(=C(C(=O)N)C1)N1N=NC(=C1)C(F)(F)F